N=1N=C(NC1)C1=NC=CC(=C1)C=1C=NC=CC1 2'-(4H-1,2,4-triazol-3-yl)-3,4'-bipyridine